FC(C1CC(C1)OC1=CC(=NC(=C1)[C@]1(COCC1)OC)N1N=CC=2C=NC(=CC21)NC(C)=O)F (R)-N-(1-(4-(3-(difluoromethyl)cyclobutoxy)-6-(3-methoxytetrahydrofuran-3-yl)pyridin-2-yl)-1H-pyrazolo[4,3-c]pyridin-6-yl)acetamide